O=C1C(C(C2=CC=CC=C12)=O)C(=O)N 1,3-dioxo-2,3-dihydro-1H-indene-2-carboxamide